ClCC1=C(C=CC=C1)NC(=O)NC1=CC(=CC=C1)Cl 1-(2-(chloromethyl)phenyl)-3-(3-chlorophenyl)urea